Cl.[Li] lithium hydrogen chloride